(S)-1-(5-(6-chloro-3-(1H-imidazol-1-yl)-5-methoxy-1-methyl-1H-pyrrolo[3,2-b]pyridin-2-yl)-4H-1,2,4-triazol-3-yl)-2-methoxy-N,N-dimethylethan-1-amine ClC=1C=C2C(=NC1OC)C(=C(N2C)C=2NC(=NN2)[C@@H](COC)N(C)C)N2C=NC=C2